The molecule is the stable isotope of europium with relative atomic mass 150.919846, 47.8 atom percent natural abundance and nuclear spin 5/2. [151Eu]